[2-(2-methyl-5-phenyl-1,3-thiazole-4-carbonyl)-2-azabicyclo[3.1.1]hept-3-yl]methanol CC=1SC(=C(N1)C(=O)N1C2CC(CC1CO)C2)C2=CC=CC=C2